C(C1=CC=CC=C1)OC(=O)N[C@@H](CCCCNC(COCCOCCOCCOCCOCCOCCOCCOCCOCCOC)=O)C(=O)N[C@@H](C)C(=O)N[C@@H](C)C(=O)N[C@@H](C)C(=O)N[C@@H](C)C(=O)OC(C)(C)C tert-butyl ((S)-37-(((benzyloxy) carbonyl) amino)-31-oxo-2,5,8,11,14,17,20,23,26,29-decaoxa-32-azaoctatriacontan-38-oyl)-L-alanyl-L-alanyl-L-alanyl-L-alaninate